C(C1=CC=CC=C1)OC(=O)N1CCNC([C@@H](C1)NC1=NC=2C(=CC=CC2C=2N1N=C(N2)C=2C=NN(C2)C)C2(CC2)C(F)(F)F)=O (6R)-6-({2-(1-methyl-1H-pyrazol-4-yl)-7-[1-(trifluoromethyl)cyclopropyl][1,2,4]triazolo[1,5-c]quinazolin-5-yl}amino)-5-oxo-1,4-diazepan-1-carboxylic acid benzyl ester